ClC=1C=NC(=NC1)C1CN(C1)[C@@H]1[C@H](CCCC1)OC=1C=C2CN(C(C2=CC1)=O)C1C(NC(CC1)=O)=O 3-(5-(((1S,2S)-2-(3-(5-chloro-pyrimidin-2-yl)azetidin-1-yl)-cyclohexyl)oxy)-1-oxoisoindolin-2-yl)piperidine-2,6-dione